(3-fluoro-4-(4-((6-fluorobenzo[d]thiazol-5-yl)amino)quinolin-6-yl)phenyl)(4-methylpiperazin-1-yl)methanone FC=1C=C(C=CC1C=1C=C2C(=CC=NC2=CC1)NC=1C(=CC2=C(N=CS2)C1)F)C(=O)N1CCN(CC1)C